tert-butyl (R)-(2-chloro-4-fluoro-3-((5-fluoro-3-methyl-4-oxo-3,4-dihydroquinazolin-6-yl)amino)phenyl)((3-fluoropyrrolidin-1-yl)sulfonyl)carbamate ClC1=C(C=CC(=C1NC=1C(=C2C(N(C=NC2=CC1)C)=O)F)F)N(C(OC(C)(C)C)=O)S(=O)(=O)N1C[C@@H](CC1)F